N-[(5-fluoro-1H-1,3-benzodiazol-2-yl)methyl]-6-methyl-4-[(1-methylcyclopropyl)amino]furo[2,3-d]pyrimidine-5-carboxamide FC1=CC2=C(NC(=N2)CNC(=O)C2=C(OC=3N=CN=C(C32)NC3(CC3)C)C)C=C1